2-N,6-N-Bis(4-bromophenyl)-3,5-dinitropyridine-2,4,6-triamine BrC1=CC=C(C=C1)NC1=NC(=C(C(=C1[N+](=O)[O-])N)[N+](=O)[O-])NC1=CC=C(C=C1)Br